C12CN(CC2C1)C=1C=2N(N=C(C1)C=1C(NC(NC1)=O)=O)C=CN2 5-(8-(3-azabicyclo[3.1.0]hexan-3-yl)imidazo[1,2-b]pyridazin-6-yl)pyrimidine-2,4(1H,3H)-dione